(2R)-2-{[4-(benzylamino)-8-(1-methylethyl)pyrazolo[1,5-a][1,3,5]triazin-2-yl]amino}butan-1-ol C(C1=CC=CC=C1)NC1=NC(=NC=2N1N=CC2C(C)C)N[C@@H](CO)CC